NC=1C=C(C=C(C1)C(F)(F)F)[C@@H](C)NC1=NC(=NC2=CC(=C(C=C12)OCCOC1CC1)C#C)C (R)-N-(1-(3-amino-5-(trifluoromethyl)phenyl)ethyl)-6-(2-cyclopropoxyethoxy)-7-ethynyl-2-Methylquinazolin-4-amine